COC=1C2=C(C=3C(CN(C3C1)C(N)=N)C)C=CC=C2 5-Methoxy-1-methyl-1,2-dihydro-3H-benzo[e]indole-3-carboximidamide